C(CC1=CC=CC=C1)NC(=O)N1C=NC2=C1C=C(C=C2)C=2C=NC=NC2 N-phenethyl-6-(pyrimidin-5-yl)-1H-benzo[d]imidazole-1-carboxamide